FC=1C(=NC=C(C1)C(F)(F)F)CC1CC2(CNC2)C1 6-[[3-Fluoro-5-(trifluoromethyl)-2-pyridyl]methyl]-2-azaspiro[3.3]heptane